tert-butyl 8-hydroxy-4-methylsulfanyl-10-oxo-spiro[1,3,5,11-tetrazatricyclo[7.4.0.02,7]trideca-2(7),3,5,8-tetraene-13,1'-cyclohexane]-11-carboxylate OC=1C=2C=NC(=NC2N2C1C(N(CC21CCCCC1)C(=O)OC(C)(C)C)=O)SC